5-(8-((1S,2S)-2-(4-(2-(trifluoromethyl)phenyl)pyridin-2-yl)cyclopropyl)imidazo[1,2-b]pyridazin-6-yl)pyrimidine-2,4(1H,3H)-dione FC(C1=C(C=CC=C1)C1=CC(=NC=C1)[C@@H]1[C@H](C1)C=1C=2N(N=C(C1)C=1C(NC(NC1)=O)=O)C=CN2)(F)F